C[C@H]([C@@H](C(=O)N[C@@H](CC1=CNC2=CC=CC=C21)C(=O)N[C@@H](CC3=CC=C(C=C3)O)C(=O)O)NC(=O)[C@H](CCCCN)N)O The molecule is a tetrapeptide composed of L-lysine, L-threonine, L-tryptophan and L-tyrosine joined in sequence by peptide linkages. It has a role as a metabolite. It derives from a L-lysine, a L-tryptophan, a L-threonine and a L-tyrosine.